4-[[2-(5-Chloro-2-hydroxyphenyl)acetyl]amino]-N-(1,1-dimethyl-2-morpholinoethyl)pyridin ClC=1C=CC(=C(C1)CC(=O)NC1=CCN(C=C1)C(CN1CCOCC1)(C)C)O